N(=[N+]=[N-])C[C@]12C[C@H](N([C@@H]2C1)C(=O)OC(C)(C)C)C(=O)OCC 2-(tert-Butyl) 3-ethyl (1R,3S,5R)-5-(azidomethyl)-2-azabicyclo[3.1.0]hexane-2,3-dicarboxylate